C1(CC1)NC=1N=CC2=C(N1)N(C(C(=C2)N2CCN(C1=C(C=CC=C21)C)C(C=C)=O)=O)C 2-(cyclopropylamino)-8-methyl-6-(5-methyl-4-prop-2-enoyl-2,3-dihydroquinoxalin-1-yl)pyrido[2,3-d]pyrimidin-7-one